1-[2-(4,5-diphenyloxazol-2-yl)-1-piperidyl]-2-methylsulfanylethanone C1(=CC=CC=C1)C=1N=C(OC1C1=CC=CC=C1)C1N(CCCC1)C(CSC)=O